ClC=1C=NC=C(C1[C@@H](C)OC=1C=C2C(=NN(C2=CC1)C1OCCCC1)C=1C=CC(=NC1)N1CCN(CC1)C(=O)OC(C)(C)C)Cl tert-Butyl 4-(5-(5-((R)-1-(3,5-dichloropyridin-4-yl)ethoxy)-1-(tetrahydro-2H-pyran-2-yl)-1H-indazol-3-yl)pyridin-2-yl)piperazine-1-carboxylate